COCC1=CC=NN1 5-(methoxymethyl)-1H-pyrazol